N-(2'-aminoethyl)-4-tert-butylbenzene-1-sulfonylamine hydrochloride Cl.NCCNS(=O)(=O)C1=CC=C(C=C1)C(C)(C)C